1-acetoacetylimidazole C(CC(=O)C)(=O)N1C=NC=C1